ethyl (S)-(-)-2-chloropropionate Cl[C@H](C(=O)OCC)C